(S)-1-(2-chlorophenyl)ethan-1-ol ClC1=C(C=CC=C1)[C@H](C)O